N-(2-((3-chloro-2-fluorobenzyl)amino)-2-oxoethyl)-2-(1H-indazol-3-yl)-N-isopropylacetamide ClC=1C(=C(CNC(CN(C(CC2=NNC3=CC=CC=C23)=O)C(C)C)=O)C=CC1)F